2-(aminomethyl)-N-benzyl-4-nitroaniline NCC1=C(NCC2=CC=CC=C2)C=CC(=C1)[N+](=O)[O-]